1-(3-(tetrahydro-2H-pyran-4-yl)phenyl)ethan-1-one benzyl-(D)-N-methylcarbamate C(C1=CC=CC=C1)OC(NC)=O.O1CCC(CC1)C=1C=C(C=CC1)C(C)=O